C1(=C(C(=C(C2=C(C(=C(C(=C12)[2H])[2H])[2H])[2H])[2H])[2H])[2H])C=1C2=C(C(=C(C(=C2C(=C2C(=C(C(=C(C12)[2H])[2H])[2H])[2H])C1=C(C(=C(C(=C1[2H])[2H])C1=CC2=CC=CC=C2C=C1)[2H])[2H])[2H])[2H])[2H])[2H] 9-(naphthalen-1-yl-d7)-10-(4-(naphthalen-2-yl)phenyl-2,3,5,6-d4)anthracene-1,2,3,4,5,6,7,8-d8